The molecule is a flavonoid oxoanion obtained by deprotonation of the 5-hydroxy group of 7-O-methylluteone. It is the major microspecies at pH 7.3 (according to Marvin v 6.2.0.). It is a conjugate base of a 7-O-methylluteone. CC(=CCC1=C(C=C2C(=C1[O-])C(=O)C(=CO2)C3=C(C=C(C=C3)O)O)OC)C